C12(CC3CC(CC(C1)C3)C2)CC(=O)OCC=2C=C(COC(CCCCCCC\C=C/C\C=C/CCCCC)=O)C=C(C2)COC(=O)OCC2CN(CCC2)CC.CN2CCN(CC2)C 1,4-dimethyl-piperazine 3-((2-((3r,5r,7r)-adamantan-1-yl)acetoxy)methyl)-5-(((((1-ethylpiperidin-3-yl)methoxy)carbonyl)oxy)methyl)benzyl-(9Z,12Z)-octadeca-9,12-dienoate